3-[3-(benzo[b]naphtho[1,2-d]furan-6-yl)phenyl]-4,6-diphenyl-1,3,5-triazine C1=CC=CC=2C=C(C3=C(C4=C(O3)C=CC=C4)C12)C=1C=C(C=CC1)N1CN=C(N=C1C1=CC=CC=C1)C1=CC=CC=C1